p-nitrophenyl acetate (p-nitrophenyl acetate) [N+](=O)([O-])C1=CC=C(C=C1)CC(=O)O.C(C)(=O)OC1=CC=C(C=C1)[N+](=O)[O-]